FC1=C(OC2CCN(CC2)C2=CC=C(C=C2)C(N(C)C)=O)C=CC(=C1)F 2-(4-(2,4-difluorophenoxy)piperidin-1-yl)-5-(dimethylcarbamoyl)benzene